C1(CCC1)COC1=C(C(=CC=C1)F)CNC(=O)C=1C(=NC=C(C1)C=1C=CC=2N(N1)C=C(N2)NC(C)=O)C N-{[2-(cyclobutylmethoxy)-6-fluorophenyl]methyl}-5-{2-acetamidoimidazo[1,2-b]pyridazin-6-yl}-2-methylpyridine-3-carboxamide